1,5-bis(2-chloroethylthio)-n-pentane ClCCSCCCCCSCCCl